2-(3-fluorophenyl)-6-hydroxy-3,4-dihydroisoquinolin-1(2H)-one FC=1C=C(C=CC1)N1C(C2=CC=C(C=C2CC1)O)=O